(E)-ethyl-4-(4-(cinnamoyloxy)phenyl)-6-methyl-2-thioxo-1,2,3,4-tetrahydropyrimidine-5-carboxylate C(C)OC(=O)C=1C(NC(NC1C)=S)C1=CC=C(C=C1)OC(\C=C\C1=CC=CC=C1)=O